O-Succinyl-L-homoserin C(CCC(=O)O)(=O)OCC[C@H](N)C(=O)O